N-chloroacetyl-4-hydroxyproline methyl ester COC([C@H]1N(CC(C1)O)C(CCl)=O)=O